ClC1=CC=C(C=C1)C1=NOC(=N1)C=1N=CC(=NC1)OC1=CC=C2C=C(N(C2=C1)C)C(=O)N1CCN(CC1)CC1=CC=C(C=C1)OCC(F)(F)F (6-((5-(3-(4-chlorophenyl)-1,2,4-oxadiazol-5-yl)pyrazin-2-yl)oxy)-1-methyl-1H-indol-2-yl)(4-(4-(2,2,2-trifluoroethoxy)benzyl)piperazin-1-yl)methanone